[Si]([O-])([O-])([O-])[O-].[Mg+2].[Mg+2] magnesium orthosilicate salt